(5-(2-oxo-2,3-dihydro-1H-imidazo[4,5-b]pyridin-7-yl)pyrazin-2-yl)-3-(2,2,2-trifluoroethyl)urea O=C1NC=2C(=NC=CC2C=2N=CC(=NC2)NC(=O)NCC(F)(F)F)N1